C1=CC2=CC=CC=3C4=CC(=C1C23)CC=2C=CC=CC24 naphtho[1,2,3-hi]acenaphthylene